FC1=C2C=CC(=CC2=CC(=C1N1S(NC(C1)=O)(=O)=O)O)C1=NN=C(O1)CN1CCC(CC1)C1=CC2=C(N(C(N2C)=O)C2C(NC(CC2)=O)=O)C=C1 3-[5-[1-[[5-[5-fluoro-7-hydroxy-6-(1,1,4-trioxo-1,2,5-thiadiazolidin-2-yl)-2-naphthyl]-1,3,4-oxadiazol-2-yl]methyl]-4-piperidyl]-3-methyl-2-oxo-benzimidazol-1-yl]piperidine-2,6-dione